C1(CC1)C(=O)N1[C@H]([C@H]([C@H](C1)F)NS(=O)(=O)C1CC1)CC=1C(=C(C=CC1)C1=C(C=CC(=C1)F)F)F N-{(2S,3R,4S)-1-(cyclopropanecarbonyl)-4-fluoro-2-[(2,2',5'-trifluoro[1,1'-biphenyl]-3-yl)methyl]pyrrolidin-3-yl}cyclopropane-sulfonamide